(S)-N-benzyl-N-((1S)-1-((2s)-6-hydroxy-5-iodotetrahydro-2H-pyran-2-yl)ethyl)-2-methylpropane-2-sulfinamide C(C1=CC=CC=C1)N([S@@](=O)C(C)(C)C)[C@@H](C)[C@H]1OC(C(CC1)I)O